2,4-dichloro-styrene ClC1=C(C=C)C=CC(=C1)Cl